FC1=C(C=CC(=C1)F)C(CN(CC1=CC=C(C=C1)C#CC=1C=NC=NC1)C)(CN1N=CN=C1)O 2-(2,4-Difluorophenyl)-1-(methyl-(4-(pyrimidin-5-ylethynyl)benzyl)amino)-3-(1H-1,2,4-triazol-1-yl)propan-2-ol